COC1=C(C=CC=C1)O o-methoxyphenol